C(C)(C)OC=1C=NC(=NC1)N1CC[C@@H]2CNCC[C@@H]21 (3aR,7aS)-1-(5-isopropoxypyrimidin-2-yl)-2,3,3a,4,5,6,7,7a-octahydropyrrolo[3,2-c]pyridine